[Br-].C[N+](CCC[Si](OC)(OC)OC)(CCCCCCCCCCCCCCCCCC)C dimethyloctadecyl-[3-(trimethoxysilyl)propyl]ammonium bromide